C(C1=CC=CC=C1)OC1=CC(=NC2=CC=[N+](C=C12)[O-])C=1C(=NC2=CC=CC=C2C1)OC1=C(C(=C(C=C1)F)F)C 4-benzyloxy-2-[2-(3,4-difluoro-2-methyl-phenoxy)-3-quinolyl]-6-oxido-1,6-naphthyridin-6-ium